FC1=CC2=C(NC(=N2)C2=CC(=NN2C)NC(=O)C=2C=NC(=CC2)N2CCN(CC2)C2COC2)C=C1 N-[5-(5-fluoro-1H-benzimidazol-2-yl)-1-methyl-pyrazol-3-yl]-6-[4-(oxetan-3-yl)piperazin-1-yl]pyridine-3-carboxamide